ClC=1C=CC=2C(=NC(=CN2)NCC2=CC=C3C=CNC3=C2)N1 6-chloro-N-(1H-indol-6-ylmethyl)pyrido[2,3-b]pyrazin-3-amine